1-({3,4-difluoro-2-[(2-fluoro-4-iodophenyl)amino]phenyl}carbonyl)-3-(1H-imidazol-2-ylmethyl)azetidin-3-ol FC=1C(=C(C=CC1F)C(=O)N1CC(C1)(O)CC=1NC=CN1)NC1=C(C=C(C=C1)I)F